N-methyl-N-(3-nitrophenyl)-[1,2,4]triazolo[4,3-a]quinazolin-5-amine CN(C1=NC=2N(C3=CC=CC=C13)C=NN2)C2=CC(=CC=C2)[N+](=O)[O-]